FC(OC1=C(OCC(=O)OCC)C=CC(=C1)CN1N=CN(C1=O)C1=CC=C(C=C1)C(F)(F)F)(F)F Ethyl 2-(2-trifluoromethoxy-4-((5-oxo-4-(4-(trifluoromethyl)phenyl)-4,5-dihydro-1H-1,2,4-triazol-1-yl)-methyl)phenoxy)acetate